1-[3-(1-hydroxyethyl)-6-[5-[(6-methylpyridazin-3-yl)amino]benzimidazol-1-yl]-2-pyridinyl]-5-methyl-pyrazole-3-carbonitrile OC(C)C=1C(=NC(=CC1)N1C=NC2=C1C=CC(=C2)NC=2N=NC(=CC2)C)N2N=C(C=C2C)C#N